C(#N)CCN(CCCC(C)C)CCCC(C)C N-(2-cyanoethyl)-N,N-di(4-methylpent-1-yl)-amine